[C@H]12CNC[C@@H]2C1COC1=CC(=C(C(=C1)F)C=1C(=NC=2N(C1NCC(F)(F)F)N=CN2)Cl)F 6-(4-(((1R,5S,6r)-3-azabicyclo[3.1.0]hex-6-yl)methoxy)-2,6-difluorophenyl)-5-chloro-N-(2,2,2-trifluoroethyl)-[1,2,4]triazolo[1,5-a]pyrimidin-7-amine